2-amino-5-{7-methanesulfonamido-1-oxo-2-[(2S)-1,1,1-trifluoropropan-2-yl]-2,3-dihydro-1H-isoindol-5-yl}-N-[trans-3-hydroxycyclobutyl]pyrazolo[1,5-a]pyrimidine-3-carboxamide NC1=NN2C(N=C(C=C2)C=2C=C3CN(C(C3=C(C2)NS(=O)(=O)C)=O)[C@H](C(F)(F)F)C)=C1C(=O)N[C@@H]1C[C@H](C1)O